The molecule is an omega-hydroxy-long-chain fatty acid anion that is the conjugate base of 18-hydroxyoctadecanoic acid, obtained by deprotonation of the carboxy group; major species at pH 7.3. It derives from an octadecanoate. It is a conjugate base of a 18-hydroxyoctadecanoic acid. C(CCCCCCCCC(=O)[O-])CCCCCCCCO